BrC=1C=C2C(=[N+](C1)[O-])NC=C2 5-bromo-1H-pyrrolo[2,3-b]pyridine-7-oxide